C(C1=CC=CC=C1)N1N=C(C(N(C1=O)CC1=CC=C(C(=O)[O-])C=C1)=O)C(C)C 4-((2-benzyl-6-isopropyl-3,5-dioxo-2,5-dihydro-1,2,4-triazin-4(3H)-yl)methyl)benzoate